(S)-2-((2R,4R)-4-phenylpyrrolidine-2-carboxamido)propionamide C1(=CC=CC=C1)[C@H]1C[C@@H](NC1)C(=O)N[C@H](C(=O)N)C